NC1=C(C=C(C=N1)NC(C(=O)N1[C@H](CN([C@@H](C1)C)C(C(C)(C)C)=O)C1=CC(=CC=C1)N1CCN(CC1)C)=O)CC N-(6-amino-5-ethylpyridin-3-yl)-2-((2S,5R)-5-methyl-2-(3-(4-methylpiperazin-1-yl)phenyl)-4-pivaloylpiperazin-1-yl)-2-oxoacetamide